N1(CCOCC1)C(=O)OC methyl morpholine-4-carboxylate